[Fe].[V].[Co] Cobalt-vanadium-iron